(R)-4-chloro-5-(3-((4-cyclopentylpyridin-2-yl)oxy)pyrrolidin-1-yl)pyridazin-3(2H)-one ClC=1C(NN=CC1N1C[C@@H](CC1)OC1=NC=CC(=C1)C1CCCC1)=O